trans-4-((4-(1-Iso-propyl-1H-pyrazol-4-yl)pyridin-2-yl)-((trans-4-(5-methoxy-6-methylpyridin-2-yl)cyclohexyl)meth-yl)carbamoyl)cyclohexyl 3-isopropoxy-azetidine-1-carboxylate C(C)(C)OC1CN(C1)C(=O)O[C@@H]1CC[C@H](CC1)C(N(C[C@@H]1CC[C@H](CC1)C1=NC(=C(C=C1)OC)C)C1=NC=CC(=C1)C=1C=NN(C1)C(C)C)=O